5-(3-chlorophenyl)-6-pentylpyrimidine-2,4-diamine ClC=1C=C(C=CC1)C=1C(=NC(=NC1CCCCC)N)N